FC(C=1C=C(C(C#N)=CC1)C#N)(F)F 4-(trifluoromethyl)phthalonitrile